[Cl-].[Cl-].C[Si](=[Zr+2](C1C(=CC2=C(C=CC=C12)C1=CC=CC2=CC=CC=C12)C(C)C)C1C(=CC2=C(C=CC=C12)C1=CC=CC2=CC=CC=C12)C(C)C)C Dimethylsilylene-bis(2-isopropyl-4-(1-naphthyl)indenyl)zirconium dichloride